(E)-isobutyryl-5'-O-tert-butyldimethylsilyl-2'-deoxyguanosine C(C(C)C)(=O)[C@@]1(C[C@H](O)[C@@H](CO[Si](C)(C)C(C)(C)C)O1)N1C=NC=2C(=O)NC(N)=NC12